N(C1=CC=CC=C1)C1=C(NC2=C1C(N(C=C2C)C)=O)C2=CC(=NC=C2)NC(C(CC(F)F)C2=CC=C(C=C2)F)=O N-[4-(3-Anilino-5,7-dimethyl-4-oxo-4,5-dihydro-1H-pyrrolo[3,2-c]pyridin-2-yl)pyridin-2-yl]-4,4-difluoro-2-(4-fluorophenyl)butanamid